4-(4-amino-3-(4-phenoxyphenyl)-1H-pyrazolo[3,4-d]pyrimidin-1-yl)-N-(2-(4-(2-(2,6-dioxopiperidin-3-yl)-1,3-dioxoisoindolin-5-yl)piperazin-1-yl)ethyl)cyclohexane-1-carboxamide NC1=C2C(=NC=N1)N(N=C2C2=CC=C(C=C2)OC2=CC=CC=C2)C2CCC(CC2)C(=O)NCCN2CCN(CC2)C=2C=C1C(N(C(C1=CC2)=O)C2C(NC(CC2)=O)=O)=O